C(C1=CC=CC=C1)OC([C@H](C(C)C)N1C([C@]2(CC1)CN(CCC2)C(=O)OC(C)(C)C)=O)=O tert-butyl (R)-2-((S)-1-(benzyloxy)-3-methyl-1-oxobutan-2-yl)-1-oxo-2,7-diazaspiro[4.5]decane-7-carboxylate